C(#N)C1=CNC2=CC=C(C=C12)[NH-] N-(3-cyano-1H-indol-5-yl)amide